OC1=C(N=C(C2=CC(=CC=C12)OC1=CC=CC=C1)CN1CCCCC1)C(=O)NCC(=O)OC methyl (4-hydroxy-7-phenoxy-1-(piperidin-1-ylmethyl)isoquinoline-3-carbonyl)glycinate